5-(2,6-difluorophenyl)pyrrolidin-2-one FC1=C(C(=CC=C1)F)C1CCC(N1)=O